3-ethoxy ethyl propionate CCOCCC(=O)OCC